N-((5-(cyanomethoxy)-1-(4-(trifluoromethyl)phenyl)-1H-indazol-3-yl)methyl)acrylamide C(#N)COC=1C=C2C(=NN(C2=CC1)C1=CC=C(C=C1)C(F)(F)F)CNC(C=C)=O